O1OOOOO1 Hexoxin